(S)-2-(4-(6-((4-chloro-2-fluorobenzyl)oxy)pyridin-2-yl)-2,5-difluorobenzyl)-1-(4,4-dimethyltetrahydrofuran-3-yl)-5-fluoro-1H-benzo[d]imidazole-6-carboxylic acid ClC1=CC(=C(COC2=CC=CC(=N2)C2=CC(=C(CC3=NC4=C(N3[C@@H]3COCC3(C)C)C=C(C(=C4)F)C(=O)O)C=C2F)F)C=C1)F